6-((3-methoxy-3-Oxopropyl)thio)-1H-benzo[d]imidazole-1-carboxylate COC(CCSC=1C=CC2=C(N(C=N2)C(=O)[O-])C1)=O